CC(CCCCCC(C)C)OC(=O)C1C(CCCC1)C(=O)OC(C)CCCCCC(C)C di(2-isodecyl)-1,2-cyclohexanedicarboxylate